ClC1=CC=C(S1)C1=C(C(=NN1C)NC([C@H](C)C1(CC1)C(F)(F)F)=O)C1CCC1 (R)-N-(5-(5-chlorothiophen-2-yl)-4-cyclobutyl-1-methyl-1H-pyrazol-3-yl)-2-(1-(trifluoromethyl)cyclopropyl)propanamide